glutamine (ethylcarboxyamide) C(C)N(C([C@@H](N)CCC(N)=O)=O)C(=O)O